3-amino-5,5,7-trifluoro-8-[5-(1-methyl-1-methylsulfonyl-ethyl)-1,3,4-oxadiazol-2-yl]-1-[[4-[3-(trifluoromethyl)-1,2,4-triazol-1-yl]phenyl]methyl]-3,4-dihydro-1-benzazepin-2-one NC1C(N(C2=C(C(C1)(F)F)C=C(C(=C2)C=2OC(=NN2)C(C)(S(=O)(=O)C)C)F)CC2=CC=C(C=C2)N2N=C(N=C2)C(F)(F)F)=O